4-bromo-5-methyl-1,2-phenylenediamine BrC1=CC(=C(C=C1C)N)N